C1(CC1)[C@H](C)N1C(C2=C(C=C(C=C2C1)C#C[Si](C)(C)C)C(F)(F)F)=O (S)-2-(1-cyclopropylethyl)-7-(trifluoromethyl)-5-((trimethylsilyl)ethynyl)isoindolin-1-one